5a-cholest-8(14)-ene CC(C)CCC[C@@H](C)[C@H]1CCC2=C3CC[C@H]4CCCC[C@]4(C)[C@H]3CC[C@]12C